(2-(piperazino)ethylthio)-3H-pyrazolo[1,5-a][1,3,5]Triazin-4-one N1(CCNCC1)CCSC1=NC=2N(C(N1)=O)N=CC2